C(#N)C=1C=C2C(=CNC2=CC1)CCCCN1CCN(CC1)C1=NC=C(C=N1)C=1OC(=C(N1)C)C(=O)OCC ethyl 2-(2-(4-(4-(5-cyano-1H-indol-3-yl)butyl)piperazin-1-yl)pyrimidin-5-yl)-4-methyloxazole-5-formate